2'-methylbiphenyl-4-carbaldehyde CC1=C(C=CC=C1)C1=CC=C(C=C1)C=O